(1,4-diazabicyclo[3.2.2]nonan-4-yl)(3-(3,3-dimethylpiperidin-1-yl)-5,6-dihydrocyclopenta[c]pyrazol-1(4H)-yl)methanone N12CCN(C(CC1)CC2)C(=O)N2N=C(C1=C2CCC1)N1CC(CCC1)(C)C